CC(CCCCCCCCCC)NC(C=C)=O N-(1-Methyl-undecyl)acrylamid